piperidin-3-ol trifluoroacetic acid salt FC(C(=O)O)(F)F.N1CC(CCC1)O